CC1SC2=C(N1C)C=CC=C2 2,3-dimethylbenzo[d]thiazol